(S)-2-(5-(difluoromethyl)-3-(3-(1-(o-tolyl)cyclopropyl)-1,2,4-oxadiazol-5-yl)-1H-pyrazol-1-yl)-1-(3-(dimethylamino)pyrrolidin-1-yl)ethan-1-one FC(C1=CC(=NN1CC(=O)N1C[C@H](CC1)N(C)C)C1=NC(=NO1)C1(CC1)C1=C(C=CC=C1)C)F